N[C@H](C(=O)N1C[C@H](CC1)N1N=CC=C1)CC(=O)N[C@@H](CC(=O)NC)C1=CC=CC=C1 N-((S)-1-((S)-2-amino-4-(((S)-3-(methylamino)-3-oxo-1-phenylpropyl)amino)-4-oxobutanoyl)pyrrolidin-3-yl)pyrazole